(1R,2R)-N-[7-chloro-6-[4-((3S,4S)-4-hydroxy-3-methyl-tetrahydrofuran-3-yl)piperazin-1-yl]-3-isoquinolyl]-2-cyano-cyclobutanecarboxamide ClC1=C(C=C2C=C(N=CC2=C1)NC(=O)[C@H]1[C@@H](CC1)C#N)N1CCN(CC1)[C@]1(COC[C@H]1O)C